CC1=CC=C(C=C1)NC1=CC=C(C=2C(C3=CC=CC=C3C(C12)=O)=O)NC1=CC=C(C=C1)C 1,4-bis(4-methylphenylamino)-9,10-anthraquinone